2-amino-1-(6-(3-chloro-4-fluorophenyl)-5-methoxypyridin-2-yl)-1-cyclopropylethan-1-ol NCC(O)(C1CC1)C1=NC(=C(C=C1)OC)C1=CC(=C(C=C1)F)Cl